C(C1=CC=CC=C1)=C1C(C2=CC=CC=C2C1=O)=C(C#N)C#N 2-(2-benzylidene-3-oxo-2,3-dihydro-1H-indene-1-ylidene)malononitrile